N-((1-((2-(3,5-dichlorophenyl)-6-((2-(4-methylpiperazin-1-yl)pyrimidin-5-yl)oxy)pyridin-4-yl)methyl)piperidin-4-yl)carbamoyl)methanesulfonamide ClC=1C=C(C=C(C1)Cl)C1=NC(=CC(=C1)CN1CCC(CC1)NC(=O)NS(=O)(=O)C)OC=1C=NC(=NC1)N1CCN(CC1)C